C(C)(=O)C1=CC2=C(N=C(O2)NC2=NC3=C(N2C)C=CC(=C3)C(=O)OCC)C=C1 ethyl 2-((6-acetylbenzo[d]oxazol-2-yl) amino)-1-methyl-1H-benzo[d]imidazole-5-carboxylate